C(CCCCCCCCC)OC(CCCCCC(=O)[O-])=O decylheptanedioate